C(=O)C=1C(=C2C=C(N(C2=CC1)C[C@H](C)N1CCN(CCC1)S(=O)(=O)C)C#N)C 5-formyl-4-methyl-1-[(2S)-2-(4-methylsulfonyl-1,4-diazepan-1-yl)propyl]indole-2-carbonitrile